1,2-bis(2-fluorophenyl)acetylene FC1=C(C=CC=C1)C#CC1=C(C=CC=C1)F